C(C)(C)C=1C=C2C=CN=C(C2=CC1)C1=CC2=CC=CC=C2C(=C1)C(F)(F)F 6-isopropyl-1-(4-(trifluoromethyl)naphthalen-2-yl)isoquinoline